FC=1C=C(C=CC1)C(C(=O)O)N1C=NC2=C(C1=O)N=C(C=C2)C2=CC=C(C=C2)C2CCN(CC2)C 2-(3-Fluorophenyl)-2-(6-(4-(1-methyl-piperidin-4-yl)phenyl)-4-oxo-pyrido[3,2-d]pyrimidin-3(4H)-yl)acetic acid